C1(=CC=CC=C1)C(C(=O)N1[C@H]([C@@H]2CC[C@H](C1)N2C(C(C2=CC=CC=C2)C2=CC=CC=C2)=O)C(=O)O)C2=CC=CC=C2 (1S,2R,5R)-3,8-bis(2,2-diphenyl-acetyl)-3,8-diaza-bicyclo[3.2.1]octane-2-carboxylic acid